COC=1C=C(N)C=CC1OCC1=NC=CN=C1 3-methoxy-4-(pyrazin-2-ylmethoxy)aniline